methyl 2-allyl-6-methoxyisonicotinate C(C=C)C=1C=C(C(=O)OC)C=C(N1)OC